BrC1=C(C(=CC=C1)Cl)NC(=O)C=1C(=NC(=NC1)NC1=CC(=C(C=C1)[C@H]1CN(CCC1)C(=O)OC(C)(C)C)C)OC t-butyl (S)-3-(4-((5-((2-bromo-6-chlorophenyl)carbamoyl)-4-methoxypyrimidin-2-yl)amino)-2-methylphenyl)piperidine-1-carboxylate